COC1=CC=C(C=C1)CN(C1=NC=C(C(=C1)C(=O)OC)[N+](=O)[O-])CC1=CC=C(C=C1)OC methyl 2-[bis[(4-methoxyphenyl) methyl]amino]-5-nitro-pyridine-4-carboxylate